3,4,5-Tris(benzyloxy)benzoic Acid C(C1=CC=CC=C1)OC=1C=C(C(=O)O)C=C(C1OCC1=CC=CC=C1)OCC1=CC=CC=C1